N[C@H](C(=S)N1[C@@H](CCC1)B(O)O)C ((R)-1-((S)-2-aminopropanethioyl)pyrrolidin-2-yl)boronic acid